2-(4-(5-ethyl-6-(8-methyl-[1,2,4]triazolo[1,5-a]pyridin-6-yl)-1H-indazol-3-yl)piperidin-1-yl)acetamide C(C)C=1C=C2C(=NNC2=CC1C=1C=C(C=2N(C1)N=CN2)C)C2CCN(CC2)CC(=O)N